C(C)(=O)O[C@@H](COC1=C(C=C(C=C1)C(C)(C)C1=CC(=C(C=C1)OC[C@H](CN1C=NC=C1)OC(C)=O)Cl)Cl)CCl (S)-1-(4-(2-(4-((S)-2-acetoxy-3-(1H-imidazol-1-yl)propoxy)-3-chlorophenyl)propan-2-yl)-2-chlorophenoxy)-3-chloropropan-2-yl acetate